N-phenyl-N-(4-(4,4,5,5-tetramethyl-1,3,2-dioxaborolan-2-yl)phenyl)-[1,1':3',1''-terphenyl]-5'-amine C1(=CC=CC=C1)N(C=1C=C(C=C(C1)C1=CC=CC=C1)C1=CC=CC=C1)C1=CC=C(C=C1)B1OC(C(O1)(C)C)(C)C